NC=1C(NC=2C3=C(C(=CC2C1C1=C2C=NNC2=C(C=C1)F)C1CC1)C=NS3)=O 7-Amino-4-cyclopropyl-6-(7-fluoro-1H-indazol-4-yl)-9H-[1,2]thiazolo[4,5-h]quinolin-8-one